ammonium diethylphenol C(C)C=1C(=C(C=CC1)O)CC.[NH4+]